OC[C@H]1N=C([C@H]([C@H]([C@@H]1O)O)O)NCCCO (2R,3R,4S,5R)-2-(hydroxymethyl)-6-[(3-hydroxypropyl)amino]-2,3,4,5-tetrahydro-3,4,5-pyridinetriol